4-[(2r,4r)-4-{[(1S)-1,5-dimethyl-2,3-dihydro-1H-indene-1-carbonyl]amino}-7-methoxy-3,4-dihydro-2H-1-benzopyran-2-yl]benzoic acid C[C@@]1(CCC2=CC(=CC=C12)C)C(=O)N[C@@H]1C[C@@H](OC2=C1C=CC(=C2)OC)C2=CC=C(C(=O)O)C=C2